NC1=CC=CC(=N1)S(=O)(=O)NC(=O)C=1C(=NC(=CC1)C1=C(C=CC=C1OC)F)OC1=C(C=C(C=C1C)C)C N-[(6-Amino-2-pyridyl)sulfonyl]-6-(2-fluoro-6-methoxyphenyl)-2-(2,4,6-trimethylphenoxy)pyridin-3-carboxamid